1-(3-((2-(7,8-Dimethyl-[1,2,4]triazolo[1,5-a]pyridin-6-yl)-3-isopropyl-1H-indol-5-yl)methyl)azetidin-1-yl)-2-(dimethylamino)ethan-1-on CC1=C(C=2N(C=C1C=1NC3=CC=C(C=C3C1C(C)C)CC1CN(C1)C(CN(C)C)=O)N=CN2)C